C1(=CCCCC1)C=1C(=NN2C1N=C(C(=C2OC)C2=CC=C(C=C2)OC)NC=2N=NC=CC2)C2=CC=CC=C2 3-(cyclohex-1-en-1-yl)-7-methoxy-6-(4-methoxyphenyl)-2-phenyl-N-(pyridazin-3-yl)pyrazolo[1,5-a]pyrimidin-5-amine